C(C)(CC)OC(C=C)=O sec-butylacrylate